2-chloro-7-(4-{[9-(2,4-difluorobenzyl)-5,6,8,9-tetrahydro-7H-pyrido[4',3':4,5]pyrrolo[2,3-b]pyridin-7-yl]carbonyl}phenyl)-9-isopropyl-6-methyl-7,9-dihydro-8H-purin-8-one ClC1=NC(=C2N(C(N(C2=N1)C(C)C)=O)C1=CC=C(C=C1)C(=O)N1CC2=C(C=3C(=NC=CC3)N2CC2=C(C=C(C=C2)F)F)CC1)C